C(C)(=O)C1=CC=C2C=CC=NC2=C1 7-Acetylquinoline